3-(3-(carboxymethyl)-2,5-dihydroxybenzoylamino)benzoic acid C(=O)(O)CC=1C(=C(C(=O)NC=2C=C(C(=O)O)C=CC2)C=C(C1)O)O